(E)-1-(1,3-Dithian-2-yl)-3-(4-methoxyphenyl)-2-(9-phenyl-9H-carbazol-3-yl)prop-2-en-1-one S1C(SCCC1)C(\C(=C\C1=CC=C(C=C1)OC)\C=1C=CC=2N(C3=CC=CC=C3C2C1)C1=CC=CC=C1)=O